O=C(OCC1=CC=CC=C1)NCCCC(NCCOCCOCCC(=O)OC(C)(C)C)=O tert-Butyl 3,8-dioxo-1-phenyl-2,12,15-trioxa-4,9-diazaoctadecan-18-oate